Cl.ClC1=CC=C(S1)CNC1=CC(=NN1C(=O)C1CCCC1)C1CCNCC1 N-[(5-chlorothiophen-2-yl)methyl]-1-cyclopentanecarbonyl-3-(piperidin-4-yl)-1H-pyrazol-5-amine hydrochloride